1-Aminocyclopropyl-carboxylic acid ethyl ester hydrochloride Cl.C(C)OC(=O)C1(CC1)N